F[C@H]1C[C@@H](N(C1)C(=O)[C@@H]1CN(CCC1)S(=O)(=O)N1CC(C1)(C)O)C(=O)NCC1=CC=C(C=C1)C(F)(F)F (4S)-4-fluoro-1-(((3S)-1-((3-hydroxy-3-methyl-1-azetidinyl)sulfonyl)-3-piperidinyl)carbonyl)-N-(4-(trifluoromethyl)benzyl)-D-prolinamide